(S)-4-(6-cyclopropyl-7-(2-fluorophenyl)-1-(2-isopropyl-4-methylpyridin-3-yl)-2-oxo-1,2-dihydropyrido[2,3-d]pyrimidin-4-yl)-3-methylpiperazine-1-carboxylic acid tert-butyl ester C(C)(C)(C)OC(=O)N1C[C@@H](N(CC1)C=1C2=C(N(C(N1)=O)C=1C(=NC=CC1C)C(C)C)N=C(C(=C2)C2CC2)C2=C(C=CC=C2)F)C